C(C(C)C)OC(C)C1=CC=C(C=C1)CC(C)C 1-(1-isobutoxyethyl)-4-isobutylbenzene